5-(4-tert-octylphenyl)pyrazoline C(C)(C)(CC(C)(C)C)C1=CC=C(C=C1)C1C=CNN1